C(C)O[Si](CCCN1C=NC(=C1O)O)(OCC)OCC N-(3-triethoxysilylpropyl)-4,5-dihydroxyimidazole